2-(2,4-dichlorobenzyl)-5-oxo-N1-(thiophen-2-yl)pyrrolidine-1,2-dicarboxamide ClC1=C(CC2(N(C(CC2)=O)C(=O)NC=2SC=CC2)C(=O)N)C=CC(=C1)Cl